(M)-6-chloro-4-(cis-3,5-dimethylpiperazin-1-yl)-7-(2-fluorophenyl)-1-(2-isopropyl-4-methylpyridin-3-yl)pyrido[2,3-d]pyrimidin-2(1H)-one ClC1=CC2=C(N(C(N=C2N2C[C@H](N[C@H](C2)C)C)=O)C=2C(=NC=CC2C)C(C)C)N=C1C1=C(C=CC=C1)F